[Zn].[P] phosphorus zinc salt